CC1=NC2=C3C(=C(C=C2C(=N1)O)O)OCC3 2-Methyl-8,9-dihydrofuro[2,3-h]quinazoline-4,6-diol